O=C1N(C(C2=CC=CC=C12)=O)[C@@H](C(=O)O)CC1=CC=CC=C1 (R)-2-(1,3-dioxoisoindolin-2-yl)-3-phenylpropanoic acid